5-Phenyl-1H-pyrazole-3-carboxylic acid {2-[4-(2-fluoro-5-trifluoromethyl-phenoxy)-piperidin-1-yl]-2-oxo-ethyl}-amide FC1=C(OC2CCN(CC2)C(CNC(=O)C2=NNC(=C2)C2=CC=CC=C2)=O)C=C(C=C1)C(F)(F)F